methyl 4-oxo-4,5-dihydroimidazo[1,2-a]quinoxaline-7-carboxylate O=C1C=2N(C3=CC=C(C=C3N1)C(=O)OC)C=CN2